FC(C(C=O)(C)O)(F)F 3,3,3-Trifluoro-2-hydroxy-2-methylpropan-1-one